(S)-N-hydroxy-3-(1H-indol-3-yl)-2-(4-((5-phenylthiophene-2-sulfonamido)methyl)-1H-1,2,3-triazol-1-yl)propenamide ONC(C(=CC1=CNC2=CC=CC=C12)N1N=NC(=C1)CNS(=O)(=O)C=1SC(=CC1)C1=CC=CC=C1)=O